1-{3-methyl-4-(oxiranylmethoxy)phenyl}-4-{4-(oxiranylmethoxy)phenyl}-1,4-cyclohexadiene CC=1C=C(C=CC1OCC1OC1)C1=CCC(=CC1)C1=CC=C(C=C1)OCC1OC1